ClC=1C=C(C(=O)NC2=CC=C(C=C2)C2(CC(C2)(F)F)C(N[C@H]2[C@@H](C2)OCC)=O)C=CC1 3-chloro-N-[4-(1-{[(1R,2R)-2-ethoxycyclopropyl]carbamoyl}-3,3-difluorocyclobutyl)phenyl]benzamide